(R)-6-chloro-3-((1-(2-(5,7-dihydro-6H-pyrrolo[3,4-b]pyrazin-6-yl)-3,6-dimethyl-4-oxo-3,4-dihydroquinazolin-8-yl)ethyl)amino)-N-(methylsulfonyl)picolinamide ClC1=CC=C(C(=N1)C(=O)NS(=O)(=O)C)N[C@H](C)C=1C=C(C=C2C(N(C(=NC12)N1CC2=NC=CN=C2C1)C)=O)C